2-[2-(1,3-dioxolan-2-yl)-3-[(4-methoxyphenyl)methoxy]phenoxymethyl]pyrimidin-4-amine O1C(OCC1)C1=C(OCC2=NC=CC(=N2)N)C=CC=C1OCC1=CC=C(C=C1)OC